2-((2S)-4-acryloyl-1-(6-fluoro-7-(2-fluoro-6-hydroxyphenyl)-1-(2-methyl-6-(methylsulfonyl)phenyl)-2-oxo-1,2-dihydropyridino[2,3-d]pyrimidin-4-yl)piperazin-2-yl)acetonitrile C(C=C)(=O)N1C[C@@H](N(CC1)C=1C2=C(N(C(N1)=O)C1=C(C=CC=C1S(=O)(=O)C)C)N=C(C(=C2)F)C2=C(C=CC=C2O)F)CC#N